C(N1[C@H]2C=3N([C@@H](C4=C(C1=O)C=CC=C4C#C[Si](C(C)C)(C(C)C)C(C)C)C2)C2=C(N3)C=CC(=C2)C2=NN(N=C2)C)([2H])([2H])[2H] (7R,14R)-6-(methyl-d3)-11-(2-methyl-2H-1,2,3-triazol-4-yl)-1-((triisopropylsilyl)ethynyl)-6,7-dihydro-7,14-methanobenzo[f]benzo[4,5]imidazo[1,2-a][1,4]diazocin-5(14H)-one